C(#N)C=1C=NN2C1C(=CC(=C2)OCC)C=2C=CC(=NC2)N2C[C@@H](C[C@@H](C2)C(F)(F)F)N(C(OC(C)(C)C)=O)C tert-butyl ((3R,5S)-1-(5-(3-cyano-6-ethoxypyrazolo[1,5-a]pyridin-4-yl)pyridin-2-yl)-5-(trifluoromethyl)piperidin-3-yl)(methyl)carbamate